ethyl 5-(2-chloro-4-fluoro-phenyl)-isoxazole-3-carboxylate ClC1=C(C=CC(=C1)F)C1=CC(=NO1)C(=O)OCC